4-(Methylsulfinyl)benzyl (1-hydroxy-7-methyl-1,3-dihydrobenzo[c][1,2]oxaborole-6-carbonyl)-L-valinate OB1OCC2=C1C(=C(C=C2)C(=O)N[C@@H](C(C)C)C(=O)OCC2=CC=C(C=C2)S(=O)C)C